S(N)(=O)(=O)C1=CC=C(C=C1)CC(=O)O 2-(4-sulfamoylphenyl)acetic acid